COC=1C=C2C(=NC(=NC2=CC1)C)SCC(=O)C1=CC=C(S1)CNC(=O)[C@H]1N(CCC1)C (S)-N-((5-(2-((6-methoxy-2-methylquinazolin-4-yl)thio)acetyl)thiophen-2-yl)methyl)-1-methylpyrrolidine-2-carboxamide